(S,S) or (R,S)-4-(1-(difluoromethoxy)ethyl)-N'-((1,2,3,5,6,7-hexahydro-s-indacen-4-yl)carbamoyl)benzenesulfonimidamide FC(O[C@@H](C)C1=CC=C(C=C1)[S@](=O)(N)=NC(NC1=C2CCCC2=CC=2CCCC12)=O)F |o1:11|